C(C=C)N1N(C2=NC(=NC=C2C1=O)SC)C1=NC=CC=C1 2-allyl-6-(methylthio)-1-pyridin-2-yl-1,2-dihydro-3H-pyrazolo[3,4-d]pyrimidin-3-one